C(#N)CNC(=O)NC=1C=NN2C1N=C(C=C2NC)NC2=C1N=CC=NC1=CC=C2 1-(cyanomethyl)-3-(7-(methylamino)-5-(quinoxalin-5-ylamino)pyrazolo[1,5-a]pyrimidin-3-yl)urea